[O-]S(=O)(=O)[O-].[Ni+2] The molecule is a metal sulfate having nickel(2+) as the metal ion. It has a role as an allergen. It contains a nickel(2+).